3-[[4-[2-amino-4-[1-(trifluoromethyl)cyclopropyl]butoxy]-6-(2,6-dimethylphenyl)pyrimidin-2-yl]sulfamoyl]benzoic acid NC(COC1=NC(=NC(=C1)C1=C(C=CC=C1C)C)NS(=O)(=O)C=1C=C(C(=O)O)C=CC1)CCC1(CC1)C(F)(F)F